CC(CN(C(OC(C)(C)C)=O)C)(C(NNC(C1=C(C=CC=C1)NC1=CC=C(C=C1)C(F)(F)F)=O)=O)C Tert-Butyl (2,2-dimethyl-3-oxo-3-(2-(2-((4-(trifluoromethyl)phenyl)amino)benzoyl)hydrazinyl)propyl)(methyl)carbamate